OXOSTANNANE O=[SnH2]